3-ethyl-8-mercaptooctan-1-ol C(C)C(CCO)CCCCCS